P(=O)(O[C@H](C(=O)NC)COC1=C2C(C=C(N(C2=C(C=N1)Cl)C1=C(C=C(C=C1Cl)OCCO)Cl)C)=O)(O)O (S)-3-((8-chloro-1-(2,6-dichloro-4-(2-hydroxyethoxy)phenyl)-2-methyl-4-oxo-1,4-dihydro-1,6-naphthyridin-5-yl)oxy)-1-(methylamino)-1-oxopropan-2-yl dihydrogen phosphate